tert-butyl 3-((3-(3-(2,6-dimethoxyphenyl)-1-((2-(trimethylsilyl)ethoxy)methyl)-1H-pyrrolo[2,3-b]pyridin-6-yl)ureido)methyl)azetidine-1-carboxylate COC1=C(C(=CC=C1)OC)C1=CN(C2=NC(=CC=C21)NC(NCC2CN(C2)C(=O)OC(C)(C)C)=O)COCC[Si](C)(C)C